(R)-1-(quinolin-8-yl)ethan-1-amine N1=CC=CC2=CC=CC(=C12)[C@@H](C)N